(R)-6-(2,2-dimethyl-1,3-dioxolane-4-yl)pyridin-3-amine CC1(OC[C@H](O1)C1=CC=C(C=N1)N)C